FC=1C=C(C=C(C1)F)[C@H](CCCO)N[S@](=O)C(C)(C)C (R)-N-((S)-1-(3,5-difluorophenyl)-4-hydroxybutyl)-2-methylpropane-2-sulfinamide